COCC(=O)NC1(CC(C1)NC1=NN2C(C(=N1)OC)=C(C=C2)C=2C=CC1=C(N(N=N1)C)C2)C 2-methoxy-N-((1r,3r)-3-((4-methoxy-5-(1-methyl-1H-benzo[d][1,2,3]triazol-6-yl)pyrrolo[2,1-f][1,2,4]triazin-2-yl)amino)-1-methylcyclobutyl)acetamide